1-[3-acetyl-5-chloro-6-[5-[(6-methylpyridazin-3-yl)amino]benzimidazol-1-yl]-2-pyridinyl]pyrazole-3-carbonitrile C(C)(=O)C=1C(=NC(=C(C1)Cl)N1C=NC2=C1C=CC(=C2)NC=2N=NC(=CC2)C)N2N=C(C=C2)C#N